NC1=NC=2C=CC=CC2C2=C1N=C(N2CCCCN(C(OC)=O)C2CS(C2)(=O)=O)CCOC Methyl (4-(4-amino-2-(2-methoxyethyl)-1H-imidazo[4,5-c]quinolin-1-yl)butyl)(1,1-dioxidothietan-3-yl)carbamate